C(C)(=O)NC=1C=C2C(=CN1)N(C=C2Br)C(=O)OC(C)(C)C tert-butyl 5-acetamido-3-bromo-pyrrolo[2,3-c]pyridine-1-carboxylate